C(=O)NC=1C=C(C(=O)NC(C(=O)O)CC2=CC=C(C=C2)OCCCC2=NC=3NCCCC3C=C2)C=CC1O 2-(3-formamido-4-hydroxybenzamido)-3-(4-(3-(5,6,7,8-tetrahydro-1,8-naphthyridin-2-yl)propoxy)phenyl)propanoic acid